N-(1-(2-(Methyl(2-(4-(trifluoromethyl)phenoxy)ethyl)amino)-2-oxoethyl)-1H-pyrazol-4-yl)-3-phenoxypropanamide hydrochloride Cl.CN(C(CN1N=CC(=C1)NC(CCOC1=CC=CC=C1)=O)=O)CCOC1=CC=C(C=C1)C(F)(F)F